(R)-(4-(difluoromethyl)-2-(1-hydroxycyclopropyl)oxazol-5-yl)(4-(4-methylpyrazolo[1,5-a]pyridin-2-yl)-6,7-dihydro-1H-imidazo[4,5-c]pyridin-5(4H)-yl)methanone FC(C=1N=C(OC1C(=O)N1[C@H](C2=C(CC1)NC=N2)C2=NN1C(C(=CC=C1)C)=C2)C2(CC2)O)F